2-(4-{2-[(S)-2-methyl-1-azetidinyl]-6-(difluoromethyl)-4-pyrimidinyl}-1-pyrazolyl)-1-(1-piperazinyl)-1-ethanone C[C@@H]1N(CC1)C1=NC(=CC(=N1)C=1C=NN(C1)CC(=O)N1CCNCC1)C(F)F